(1R)-N-(7-chloro-6-(4-((3R,4R)-4-hydroxy-3-methyltetrahydrofuran-3-yl)piperazin-1-yl)isoquinolin-3-yl)-6,6-difluorospiro[2.5]octane-1-carboxamide ClC1=C(C=C2C=C(N=CC2=C1)NC(=O)[C@@H]1CC12CCC(CC2)(F)F)N2CCN(CC2)[C@@]2(COC[C@@H]2O)C